(R)-2-(5-(3-cyclopropyl-1-((R)-1,1-DimethylethylsulfinAmido)-1-(pyridin-4-yl)propyl)-2-fluorophenylcarbamoyl)-4-oxopyrrolidine-1-carboxylic acid tert-butyl ester C(C)(C)(C)OC(=O)N1[C@H](CC(C1)=O)C(NC1=C(C=CC(=C1)C(CCC1CC1)(C1=CC=NC=C1)N[S@](=O)C(C)(C)C)F)=O